2,3-dihydro-1H-indene-2-carboxylate C1C(CC2=CC=CC=C12)C(=O)[O-]